NC1=C2C(=NC=N1)N(N=C2C2=CC=C(C=C2)CNC(C2=C(C=CC(=C2)F)OC)=O)C2CCC(CC2)(C)O N-[[4-[4-amino-1-(4-hydroxy-4-methyl-cyclohexyl)pyrazolo[3,4-d]pyrimidin-3-yl]phenyl]methyl]-5-fluoro-2-methoxy-Benzamide